3-ChlorobenzeneFormaldehyde O-(2-((1s,3s)-3-acetyl-2,2-dimethylcyclobutyl)acetyl) oxime C(C)(=O)[C@@H]1C([C@@H](C1)CC(=O)ON=CC1=CC(=CC=C1)Cl)(C)C